N-[3-(4-bromothiazol-2-yl)-1-bicyclo[1.1.1]pentanyl]-5-(1-methylsulfonylcyclopropyl)furan-2-carboxamide BrC=1N=C(SC1)C12CC(C1)(C2)NC(=O)C=2OC(=CC2)C2(CC2)S(=O)(=O)C